7-[(3-fluoro-2-pyridinyl)oxy]-4-methyl-chromen-2-one FC=1C(=NC=CC1)OC1=CC=C2C(=CC(OC2=C1)=O)C